ClC1=C(N)C(=CC(=C1)C)C 2-chloro-4,6-dimethyl-aniline